N-[4-[(6,7-Dimethoxy-1,5-naphthyridin-4-yl)oxy]-3-fluorophenyl]-8-(4-fluorophenyl)-2-methyl-7-oxo-[1,3]oxazolo[3,2-a]pyridine-6-carboxamide COC=1N=C2C(=CC=NC2=CC1OC)OC1=C(C=C(C=C1)NC(=O)C=1C(C(=C2N(C1)C=C(O2)C)C2=CC=C(C=C2)F)=O)F